2-(4-(4-methylpiperazin-1-yl)-2-nitrophenoxy)ethan-1-ol CN1CCN(CC1)C1=CC(=C(OCCO)C=C1)[N+](=O)[O-]